C1(CCCC1)OC1=C(C(=O)O)C=C(C(=C1)NCCCCCCCC(F)(F)F)S(N(C)C)(=O)=O 2-(cyclopentyloxy)-5-(N,N-dimethylsulfamoyl)-4-((8,8,8-trifluorooctyl)amino)benzoic acid